(4R)-4-((3S,8R,9S,10S,13R,14S,17R)-3-hydroxy-10,13-dimethylhexadecahydro-1H-cyclopenta[a]phenanthren-17-yl)-1-(4-(5-methyl-1,3,4-oxadiazol-2-yl)piperazin-1-yl)pentan-1-one O[C@H]1CC[C@@]2([C@H]3CC[C@@]4([C@H](CC[C@H]4[C@@H]3CCC2C1)[C@@H](CCC(=O)N1CCN(CC1)C=1OC(=NN1)C)C)C)C